2-(2,6-dioxopiperidin-3-yl)-5-((6-(4-(4-(5-(2-fluoro-6-methoxyphenyl)-1H-pyrazolo[4,3-d]pyrimidin-3-yl)phenyl)piperazin-1-yl)-6-oxohexyl)amino)isoindoline-1,3-dione O=C1NC(CCC1N1C(C2=CC=C(C=C2C1=O)NCCCCCC(=O)N1CCN(CC1)C1=CC=C(C=C1)C1=NNC2=C1N=C(N=C2)C2=C(C=CC=C2OC)F)=O)=O